(cis)-3-methyl-1-(4-(trifluoromethyl)phenyl)cyclobutan-1-ol CC1CC(C1)(O)C1=CC=C(C=C1)C(F)(F)F